NC=1N(C(=C(N1)C1CC2CC(CC2C1)O)C(=O)NC1=CC(=C(C=C1)F)Cl)C 2-Amino-N-(3-chloro-4-fluorophenyl)-4-(5-hydroxyoctahydropentalen-2-yl)-1-methyl-1H-imidazole-5-carboxamide